4-((R)-7-(4-chloro-3-(trifluoromethyl)benzoyl)-2-(((S)-1-(4-fluorophenyl)ethyl)amino)-6-methyl-4-oxo-5,6,7,8-tetrahydropyrido[3,4-d]pyrimidin-3(4H)-yl)-N-methylbenzamide ClC1=C(C=C(C(=O)N2CC=3N=C(N(C(C3C[C@H]2C)=O)C2=CC=C(C(=O)NC)C=C2)N[C@@H](C)C2=CC=C(C=C2)F)C=C1)C(F)(F)F